C(C)OC(CCC(C)N(C1=C(C=C(C=C1C)C)C)C=1C=C2N(CCC3=CC(=C(C=C23)OC)OC)C(N1)=O)=O.ClC1=NC2=CC(=C(C=C2C(=N1)Cl)O[C@@H]1COCC1)OC (S)-2,4-dichloro-7-methoxy-6-((tetrahydrofuran-3-yl)oxy)quinazoline ethyl-4-({9,10-dimethoxy-4-oxo-6H,7H-pyrimido[4,3-a]isoquinolin-2-yl}(2,4,6-trimethylphenyl)amino)pentanoate